N-(2-methyl-5-bromophenyl)hydroxylamine CC1=C(C=C(C=C1)Br)NO